[2,4-dichloro-5-[(4-chlorophenoxy)carbothioyl-methyl-amino]phenyl]boronic acid ClC1=C(C=C(C(=C1)Cl)N(C)C(=S)OC1=CC=C(C=C1)Cl)B(O)O